CC([C@@H](C(=O)N1[C@@H](C[C@H](C1)O)C(=O)N[C@@H](C)C1=CC=C(C=C1)C1=C(N=CS1)C)NC(CCCCC=O)=O)(C)C (2S,4R)-1-((S)-3,3-dimethyl-2-(6-oxohexanamido)butanoyl)-4-hydroxy-N-((S)-1-(4-(4-methylthiazol-5-yl)phenyl)ethyl)pyrrolidine-2-carboxamide